CN(S(=O)(=O)C1=CC=C2CCN(C2=C1)C(CN1C[C@H](NCC1)C)=O)C 1-[2-((R)-3-Methyl-piperazin-1-yl)-acetyl]-2,3-dihydro-1H-indole-6-sulfonic acid dimethylamide